2-methyl-2-propene-Sultone CC=1CS(=O)(=O)OC1